ClC=1C=C(NC2(CCC3(C(CC4=CC=CC=C34)CCCOC3=CC=NC=C3)CC2)C(=O)O)C=CC1 (1r,4r)-4-(3-Chloroanilino)-2'-{3-[(pyridin-4-yl)oxy]propyl}-2',3'-dihydro-spiro[cyclohexane-1,1'-indene]-4-carboxylic acid